Ethyl 5-neopentyl-4H-1,2,4-triazol-5-carboxylate C(C(C)(C)C)C1(NC=NN1)C(=O)OCC